6-(4-(6-(cyclopropyl((1S,5R)-2-fluoro-8-azabicyclo[3.2.1]octan-3-yl)amino)-1,2,4-triazin-3-yl)-2-fluoro-5-hydroxyphenyl)-3-methylpyrimidin-4(3H)-one C1(CC1)N(C1=CN=C(N=N1)C1=CC(=C(C=C1O)C1=CC(N(C=N1)C)=O)F)C1C([C@@H]2CC[C@H](C1)N2)F